N-[(3S)-2-oxo-5-phenyl-2,3-dihydro-1H-1,4-benzodiazepin-3-yl]-2-{[3,5,6-trifluoro-4-(morpholin-4-yl)pyridin-2-yl]amino}acetamide O=C1NC2=C(C(=N[C@@H]1NC(CNC1=NC(=C(C(=C1F)N1CCOCC1)F)F)=O)C1=CC=CC=C1)C=CC=C2